C(OC(C)(C)C)(O[C@@H]1CC[C@H](CC1)NC1=NC=NC(=C1)C1=CC2=C(N(N=C2C=C1)C)C(C)C)[O-] tert-butyl (trans-4-((6-(3-isopropyl-2-methyl-2H-indazol-5-yl) pyrimidin-4-yl) amino) cyclohexyl) orthoformate